FC1=C2C(NC(N(C2=CC=C1)CC1=CC(=C(C=C1)F)C(=O)N1CCN(CC1)C1CCCCC1)=O)=O 5-fluoro-1-(4-fluoro-3-(4-cyclohexylpiperazine-1-carbonyl)benzyl)quinazoline-2,4(1h,3h)-dione